C(C)(C)(C)OC(N[C@@H]1C[C@H](C1)N)=O ((trans)-3-aminocyclobutyl)carbamic acid tertButyl ester